2-chloro-4-(3-methyl-butoxy)-pyrimidine ClC1=NC=CC(=N1)OCCC(C)C